tri(2,3-dimethyl-3-pentyl)citrate CC(C)C(CC)(C)C(C(C(C(=O)[O-])(C(C(C)C)(CC)C)C(C(C)C)(CC)C)(O)C(=O)[O-])C(=O)[O-]